C(C)(C)(C)OC(=O)NCC=1OC=C(N1)C(=O)O 2-({[(tert-butoxy)carbonyl]amino}methyl)-1,3-oxazole-4-carboxylic acid